4-((7-chloroquinolin-4-yl)amino)pentan-1-ol ClC1=CC=C2C(=CC=NC2=C1)NC(CCCO)C